3-(2-chloro-5-hydroxybenzyloxy)-N-(pyridin-3-yl)thiophene-2-carboxamide ClC1=C(COC2=C(SC=C2)C(=O)NC=2C=NC=CC2)C=C(C=C1)O